C(C)OC1=NC=CC=C1C=1C=C(C=2N(N1)C(=NC2C(C)C)C)NCC2=NC=CC=C2 (2-ethoxy-3-pyridyl)-5-isopropyl-7-methyl-N-(2-pyridylmethyl)imidazo[1,5-b]pyridazin-4-amine